4-(1-(4-fluorophenyl)-3-methyl-1H-pyrazol-5-yl)furo[3,4-b]pyridin-7(5H)-one FC1=CC=C(C=C1)N1N=C(C=C1C1=C2C(=NC=C1)C(OC2)=O)C